1,4-bis(dicyclohexylphosphino)butane tert-butyl-3-(4-(2-(2-hydroxyethoxy)ethoxy)pyridin-3-yl)azetidine-1-carboxylate C(C)(C)(C)OC(=O)N1CC(C1)C=1C=NC=CC1OCCOCCO.C1(CCCCC1)P(CCCCP(C1CCCCC1)C1CCCCC1)C1CCCCC1